C(#C)C1(CCCCC1)O ethynyl-cyclohexanol